[Ir+3].C(CCCCC)C1=CC=C(C=C1)C1=NC2=CC=CC=C2C=C1 (2-(4-n-hexylphenyl)quinoline) iridium (III)